2-amino-5-bromo-3-iodobenzonitrile NC1=C(C#N)C=C(C=C1I)Br